2-(2,6-dioxopiperidin-3-yl)-4-(4-((3-(pyridin-2-yl)azetidin-1-yl)methyl)benzylamino)isoindoline-1,3-dione O=C1NC(CCC1N1C(C2=CC=CC(=C2C1=O)NCC1=CC=C(C=C1)CN1CC(C1)C1=NC=CC=C1)=O)=O